C(C)C1=C(C=CC=C1)C=1CCCC2=C(C1C1=CC=C(C=C1)CC1CN(C1)CCCF)C=CC=C2 8-(2-Ethylphenyl)-9-(4-((1-(3-fluoropropyl)azetidin-3-yl)methyl)phenyl)-6,7-dihydro-5H-benzo[7]annulen